butenediol diacetate CCC=C(OC(=O)C)OC(=O)C